(R)-6-chloro-3-((1-(2-(4-(6-methoxypyridin-3-yl)piperazin-1-yl)-3,6-dimethyl-4-oxo-3,4-dihydroquinazolin-8-yl)ethyl)amino)-N-(methylsulfonyl)picolinamide ClC1=CC=C(C(=N1)C(=O)NS(=O)(=O)C)N[C@H](C)C=1C=C(C=C2C(N(C(=NC12)N1CCN(CC1)C=1C=NC(=CC1)OC)C)=O)C